4-(2-(furan-3-yl)ethyl)benzene-1,3-diol O1C=C(C=C1)CCC1=C(C=C(C=C1)O)O